3-amino-7-bromo-2,3-dihydrobenzofuran-5-ol NC1COC2=C1C=C(C=C2Br)O